(3aR,10aR)-Ethyl 8-((3-cyano-4-fluorophenyl)carbamoyl)-7-methyl-3a,4,10,10a-tetrahydro-1H,7H-dipyrrolo[3,4-b:3',4'-f][1,4,5]oxathiazocin-2(3H)-carboxylat-5,5-dioxid C(#N)C=1C=C(C=CC1F)NC(=O)C=1N(C=C2C1OC[C@H]1[C@@H](NS2(=O)=O)CN(C1)C(=O)OCC)C